6-oleylamino-1,3,5-triazine-2,4-dithiol C(CCCCCCC\C=C/CCCCCCCC)NC1=NC(=NC(=N1)S)S